tert-butyl (3S)-4-{[4-(chloromethyl)phenyl]methyl}-3-methylpiperazine-1-carboxylate ClCC1=CC=C(C=C1)CN1[C@H](CN(CC1)C(=O)OC(C)(C)C)C